6-methylnaphtho[2,1-b]furan CC1=C2C=CC=3OC=CC3C2=CC=C1